4-amino-N',N'-dimethyl-N-(1-(5-(trifluoromethyl)pyridin-2-yl)ethyl)thieno[3,4-c]quinoline-8-carbohydrazide NC1=NC=2C=CC(=CC2C=2C1=CSC2)C(=O)N(N(C)C)C(C)C2=NC=C(C=C2)C(F)(F)F